3-Cyano-4-fluorophenyl-5-(hydroxymethyl)-5,6,9,10-tetrahydro-4H-isoxazolo-[3,4-c]pyrido[4',3':3,4]pyrazolo[1,5-a]azepine-11(12H)carboxamide C(#N)C=1C=C(C=CC1F)C=1ON=C2C=3N(CC(CC21)CO)N=C2C3CN(CC2)C(=O)N